COC1=CC=CC=C1C(=O)[O-] 6-Methyl-oxybenzoate